NC1=NC=CC(=C1N)C1=NC(=CC(=C1)N1[C@@H](COCC1)C)N=S(=O)(C)C (R)-((2',3'-Diamino-4-(3-methylmorpholino)-[2,4'-bipyridin]-6-yl)imino)dimethyl-λ6-sulfanone